1-butylpyridinium tetrafluoroborate F[B-](F)(F)F.C(CCC)[N+]1=CC=CC=C1